2-butyltin CC(CC)[Sn]